COC=1C=CC(=NC1)C#CC1=C2C=C(N=CC2=C(N=C1)NC([2H])([2H])[2H])NC(=O)C1CC1 N-(5-((5-methoxypyridin-2-yl)ethynyl)-8-((methyl-d3)amino)-2,7-naphthyridin-3-yl)cyclopropanecarboxamide